CC1=C(C=CC=C1[N+](=O)[O-])N1CCN2C1=CC1=C2N=CN=C1N 6-(2-methyl-3-nitrophenyl)-7,8-dihydro-6H-imidazo[2',3':5,1]pyrrolo[2,3-d]pyrimidin-4-amine